NC1=C(C#N)C=CC=C1C=1C=C2C(=C(C=NC2=CC1)C1=CC(=CC(=C1)F)F)N1CCC(CC1)N 2-Amino-3-[4-(4-aminopiperidin-1-yl)-3-(3,5-difluorophenyl)chinolin-6-yl]benzonitril